O1C=NC=C1C(=O)NC(C(=O)N)CCC(C(=O)N)=O 2-(oxazole-5-carboxamido)-5-oxohexanediamide